8-fluoro-7-(7-fluoro-3-(methoxymethoxy)-8-((triisopropylsilyl)ethynyl)naphthalen-1-yl)-5-methoxy-2-(methylsulfinyl)pyrido[4,3-d]pyrimidin-4-amine FC1=C(N=C(C2=C1N=C(N=C2N)S(=O)C)OC)C2=CC(=CC1=CC=C(C(=C21)C#C[Si](C(C)C)(C(C)C)C(C)C)F)OCOC